ClC=1N=C(C2=C(N1)C(=C(N=C2)Cl)F)N([C@H]2CN(CC2)C(=O)OC(C)(C)C)C (R)-tert-butyl 3-((2,7-dichloro-8-fluoropyrido[4,3-d]pyrimidin-4-yl)(methyl)amino)pyrrolidine-1-carboxylate